C1(=CC=C(C=C1)C1=NC2=C(C(O1)=O)C=CC=C2)C2=NC1=C(C(O2)=O)C=CC=C1 2,2'-p-phenylenedi(3,1-benzoxazin-4-one)